CO[Si](CCN1N=C(N=C1N)CCCCCCCCCCC1=NN(C(=N1)N)CC[Si](OC)(OC)OC)(OC)OC 3,3'-Decamethylenebis{1-[2-(trimethoxysilyl)ethyl]-5-amino-1,2,4-triazole}